CC=1N=C(SC1C(CCC)C)N 4-methyl-5-(1-methylbutyl)thiazol-2-amine